C(C1=CC=CC=C1)N([C@@H]1CN(C[C@H]1OCCOC)C(CO)(C)C)CC1=CC=CC=C1 2-((3R,4R)-3-(Dibenzylamino)-4-(2-methoxyethoxy)pyrrolidin-1-yl)-2-methylpropan-1-ol